C(CCCCCCCCCCC)[P+](C1=CC=CC=C1)(C1=CC=CC=C1)C1=CC=CC=C1 dodecyl-triphenyl-phosphonium